3-phenylbutyrimidate C1(=CC=CC=C1)C(CC([O-])=N)C